[N+](=[N-])=CC1=NC=NC=N1 Diazomethyl-1,3,5-triazine